ClC=1C=C(C=CC1)C1=NC(=NO1)C1=NC(=C(C(=C1)C=1C=NC=C(C1)F)F)C 5-(3-chlorophenyl)-3-(5,5'-difluoro-6'-methyl-[3,4'-bipyridin]-2'-yl)-1,2,4-oxadiazole